tert-butyl 4-(6-fluoro-1-(1-(4-methoxybenzyl)-2,6-dioxopiperidin-3-yl)-1H-indazole-5-yl)piperazine-1-carboxylate FC1=C(C=C2C=NN(C2=C1)C1C(N(C(CC1)=O)CC1=CC=C(C=C1)OC)=O)N1CCN(CC1)C(=O)OC(C)(C)C